FC=1C=C(CNC(=O)C2C3CN(CC23)C(C)C2=CC=CC3=CC=CC=C23)C=CC1 N-(3-Fluorobenzyl)-3-(1-(naphthalen-1-yl)ethyl)-3-azabicyclo[3.1.0]hexane-6-carboxamide